NC=1C=CC(=C2CN(C(C12)=O)CC(=C)C(N)=O)C=1C=C2C(=NNC2=CC1)C=1C=C(C(=O)N)C=C(C1)OC 3-{5-[7-amino-2-(2-carbamoyl-2-methylideneethyl)-1-oxo-2,3-dihydro-1H-isoindol-4-yl]-1H-indazol-3-yl}-5-methoxybenzamide